2-(7-cyano-5-(methoxymethyl)benzo[b]thiophen-2-yl)-4-methylthiazole-5-carboxylic acid ethyl ester C(C)OC(=O)C1=C(N=C(S1)C1=CC2=C(S1)C(=CC(=C2)COC)C#N)C